4-(2-((3-(difluoro-methyl)-1-methyl-1H-pyrazol-4-yl)sulfonyl)propan-2-yl)-N-(isoxazol-4-yl)piperidine-1-carboxamide FC(C1=NN(C=C1S(=O)(=O)C(C)(C)C1CCN(CC1)C(=O)NC=1C=NOC1)C)F